ClCC1=NC(=CC=C1F)OC(F)(F)F 2-(chloromethyl)-3-fluoro-6-(trifluoromethoxy)pyridine